4-(3-bromo-7-hydroxy-1H-pyrazolo[4,3-d]pyrimidin-1-yl)-N-(4-(trifluoromethyl)pyridin-2-yl)benzamide BrC1=NN(C2=C1N=CN=C2O)C2=CC=C(C(=O)NC1=NC=CC(=C1)C(F)(F)F)C=C2